1-(4-Fluoro-2-methoxy-5-nitrophenyl)guanidine FC1=CC(=C(C=C1[N+](=O)[O-])NC(=N)N)OC